6-Bromo-4-oxoquinazolin BrC=1C=C2C(NC=NC2=CC1)=O